FC(C(=O)O)(F)F.NC=1C(OC2=CC=CC=C2C1C)=O amino-4-methylcoumarin trifluoroacetate